BrC=1C=CC2=C(C(=NN(C2=O)CC(=O)OC)C(C)C)N1 methyl 2-(2-bromo-8-isopropyl-5-oxopyrido[2,3-d]pyridazin-6(5H)-yl)acetate